4-fluorophenyl-N-(2-(4-[3-(4-chlorophenyl)prop-2-ynyloxy]-3-methoxyphenyl)ethyl)-2-methylsulfonylamino-3-methylbutanamide FC1=CC=C(C=C1)C(C(=O)NCCC1=CC(=C(C=C1)OCC#CC1=CC=C(C=C1)Cl)OC)(C(C)C)NS(=O)(=O)C